CN1CCN(CCC1)C1=CC(=NC=C1)NC=1SC2=NC(=CC=C2N1)C=1C=NNC1 N-(4-(4-methyl-1,4-diazepan-1-yl)pyridin-2-yl)-5-(1H-pyrazol-4-yl)thiazolo[5,4-b]pyridin-2-amine